N1(CCCCC1)C=1C=C(C=CC1)C1=CC=C(C=C1)ON1N=NC=C1C(=O)O ((3'-(piperidin-1-yl)-[1,1'-biphenyl]-4-yl)oxy)-1H-1,2,3-triazole-5-carboxylic acid